1-(8Z,11Z,14Z,17Z-eicosatetraenoyl)-2-(9Z,12Z-octadecadienoyl)-sn-glycero-3-phosphocholine CCCCC/C=C\C/C=C\CCCCCCCC(=O)O[C@H](COC(=O)CCCCCC/C=C\C/C=C\C/C=C\C/C=C\CC)COP(=O)([O-])OCC[N+](C)(C)C